FC=1C=C2C(N(C(=NC2=CC1)NC=1C=NC=C(C1)F)C1=C(C=CC=C1)C)=O 6-fluoro-2-((5-fluoropyridin-3-yl)amino)-3-(o-tolyl)quinazolin-4(3H)-one